C(C=C)(=O)[O-].C(C(O)C)(=O)[NH-] lactoyl-amide acrylate